OCC1=CC(=C2CN(C(C2=C1)=O)C1=CC(=CC=C1)[C@@H](CC1=NN=CN1C)C)C(F)(F)F (R)-6-(hydroxymethyl)-2-(3-(1-(4-methyl-4H-1,2,4-triazol-3-yl)propan-2-yl)phenyl)-4-(trifluoromethyl)isoindolin-1-one